mercury zinc oxide tellurium [Te+2].[O-2].[Zn+2].[Hg+]